NC1=NC(=NC=C1)C 4-amino-2-methylpyrimidin